Cl.C[C@@H]1CN(CCN1)C1=NC=C(C#N)C=C1 (R)-6-(3-methylpiperazin-1-yl)nicotinonitrile Hydrochloride